3-amino-8-chloro-7-cyano-N-propylimidazo[1,2-a]pyridine-2-carboxamide NC1=C(N=C2N1C=CC(=C2Cl)C#N)C(=O)NCCC